2,2-bis-(4-phenoxyphenyl)propane O(C1=CC=CC=C1)C1=CC=C(C=C1)C(C)(C)C1=CC=C(C=C1)OC1=CC=CC=C1